7-(4-fluorobenzyl)-2-methyl-2,3-dihydro-1H-pyrido[2,3-b][1,4]oxazine-6-carboxylate FC1=CC=C(CC2=CC3=C(OCC(N3)C)N=C2C(=O)[O-])C=C1